7-(12,12-bisphosphono-3,6,9-trioxadodecanoxy)-4',5-dihydroxyflavone P(=O)(O)(O)C(CCOCCOCCOCCOC1=CC(=C2C(C=C(OC2=C1)C1=CC=C(C=C1)O)=O)O)P(=O)(O)O